C(C)NC=1C(C(C1N(CC1=NC=C(C=C1)C1=NOC(=N1)C(F)(F)F)C)=O)=O 3-(ethylamino)-4-(methyl((5-(5-(trifluoromethyl)-1,2,4-oxadiazol-3-yl)pyridin-2-yl)methyl)amino)cyclobut-3-ene-1,2-dione